C1(=CC=CC=C1)SN S-phenylsulfenamide